cis-3-hydroxycyclobutyl-formic acid O[C@H]1C[C@H](C1)C(=O)O